C1(CCCCCCC1)=C1N=C(OC1=O)C1=CC=NN1C 4-cyclooctylidene-2-(1-methyl-1H-pyrazol-5-yl)oxazol-5(4H)-one